1,2-Bis(methylamino)ethane magnesium acetyl-taurinate C(C)(=O)NCCS(=O)(=O)[O-].[Mg+2].CNCCNC.C(C)(=O)NCCS(=O)(=O)[O-]